TRANS-CYCLOHEXANECARBOXYLIC ACID C1(CCCCC1)C(=O)O